naphtho[1,2-b]naphtho[2',1':4,5]thieno[2,3-d]thiophene-6,13-diol C1=CC=CC=2C=C(C3=C(SC=4C5=C(SC43)C=4C=CC=CC4C=C5O)C12)O